FC1(CC=2[N+](CC1)=NOC2[O-])F 5,5-difluoro-4,5,6,7-tetrahydro-[1,2,3]oxadiazolo[3,4-a]pyridin-8-ium-3-olate